(5RS)-3-Oxo-2-{[2-(trifluoromethyl)pyrimidin-4-yl]methyl}-2,3,5,6,7,8-hexahydro[1,2,4]triazolo[4,3-a]pyridin O=C1N(N=C2N1CCCC2)CC2=NC(=NC=C2)C(F)(F)F